CC1=CC=C(C=C1)S(=O)(=O)OCCOCCOCCOCCOCCOCCOCCOCCOCCN(C(=O)OC(C)(C)C)C(=O)OC(C)(C)C 2-[2-[2-[2-[2-[2-[2-[2-[2-[bis(tert-butoxycarbonyl)amino]ethoxy]ethoxy] ethoxy]ethoxy] ethoxy]ethoxy]ethoxy]ethoxy]ethyl 4-methylbenzenesulfonate